CC1=CC=CC=C1 Anti-toluene